NC\C=C(\CS(=O)(=O)C1=C(OCC2=CC=C(C=C2)S(=O)(=O)N)C=CC=C1)/F (Z)-4-((2-((4-amino-2-fluorobut-2-en-1-yl)sulfonyl)phenoxy)methyl)benzenesulfonamide